CC1(OB(OC1(C)C)C=1C=C(C(=O)OC)C=CC1)C methyl 3-(4,4,5,5-tetramethyl-1,3,2-dioxaborolan-2-yl)benzoate